NC1=NC=C(C=2C1=CN(N2)C2OCCCC2)NC(C(N2[C@H](CC[C@@H](C2)C)C2=CC(=NC=C2)OC2CC2)=O)=O |r| N-(4-Amino-2-tetrahydropyran-2-yl-pyrazolo[4,3-c]pyridin-7-yl)-2-oxo-2-[rac-(2R,5S)-2-[2-(cyclopropoxy)-4-pyridyl]-5-methyl-1-piperidyl]acetamide